C(#C)C1=CC(=C(CO)C=C1)OC 4-ethynyl-2-methoxy-benzyl alcohol